CC1=NC(=CC=C1N1CCN(CC1)CC=1C=C(NC(C1)=O)NC(OCC)=O)N1N=CC=C1 ethyl (4-((4-(2-methyl-6-(1H-pyrazol-1-yl)pyridin-3-yl)piperazin-1-yl)methyl)-6-oxo-1,6-dihydropyridin-2-yl)carbamate